trans-5-(4-Hydroxycyclohexyl)-8-(4-methylpiperazin-1-yl)-3-((4,4,4-trifluorobutyl)amino)pyrimido[4,5-c]isoquinolin-6(5H)-one triformic acid salt C(=O)O.C(=O)O.C(=O)O.O[C@@H]1CC[C@H](CC1)N1C(C=2C=C(C=CC2C2=C1N=C(N=C2)NCCCC(F)(F)F)N2CCN(CC2)C)=O